N-[1-[3-(triazol-2-yl)pyrazin-2-yl]ethyl]-3-(trifluoromethyl)-5-(trifluoromethylsulfonyl)benzamide N=1N(N=CC1)C=1C(=NC=CN1)C(C)NC(C1=CC(=CC(=C1)S(=O)(=O)C(F)(F)F)C(F)(F)F)=O